(S)-piperazine-1,2,4-tricarboxylate N1([C@@H](CN(CC1)C(=O)[O-])C(=O)[O-])C(=O)[O-]